ClC=1C=C(C=C(C1)Cl)[C@@H]1N(C[C@H](CC1)C)C(C(=O)NC=1C=C(C=NC1)C(=O)N)=O 5-[[2-[(2R,5S)-2-(3,5-dichlorophenyl)-5-methyl-1-piperidyl]-2-oxo-acetyl]amino]pyridine-3-carboxamide